C(C1=CC=CC=C1)C(C[C@H](N)C(=O)[O-])C(=O)[O-] γ-benzylglutamate